CC=1C=CC=C2C(=CNC12)C1C(CCCC1)=O 2-(7-methyl-3-indolyl)-cyclohexanone